C(C)(C)(C)OC(=O)N[C@H](C(=O)N1N[C@@H](CCC1)C(=O)OC)CN1CC(=CCC1)B1OC(C(O1)(C)C)(C)C methyl (3S)-1-[(2S)-2-[(tert-butoxycarbonyl)amino]-3-[3-(4,4,5,5-tetramethyl-1,3,2-dioxaborolan-2-yl)-5,6-dihydro-2H-pyridin-1-yl]propanoyl]-1,2-diazinane-3-carboxylate